(2Z)-2-fluoro-N-(6-methoxy-2,4-dimethylpyridin-3-yl)-3-[3-methyl-1-(oxan-2-yl)indazol-6-yl]prop-2-enamide F\C(\C(=O)NC=1C(=NC(=CC1C)OC)C)=C/C1=CC=C2C(=NN(C2=C1)C1OCCCC1)C